N-(5-(4-chlorobenzyl)pyridin-2-yl)-1-methyl-6-oxo-1,4,5,6-tetrahydropyridazine-3-carboxamide ClC1=CC=C(CC=2C=CC(=NC2)NC(=O)C2=NN(C(CC2)=O)C)C=C1